(2R,4R)-1-(tert-butoxycarbonyl)-4-methoxy-5-oxopyrrolidine-2-carboxylic acid C(C)(C)(C)OC(=O)N1[C@H](C[C@H](C1=O)OC)C(=O)O